C(C=C)[C@H]1[C@@H](C[C@@H](C1)O[Si](C)(C)C(C)(C)C)O (1R,2R,4R)-2-ALLYL-4-((TERT-BUTYLDIMETHYLSILYL)OXY)CYCLOPENTANOL